2-(2-ethylpyrimidin-5-yl)-2,8-diazaspiro[4.5]decane hydrochloride Cl.C(C)C1=NC=C(C=N1)N1CC2(CC1)CCNCC2